C1(=CC=CC=C1)P(OCCC(C1=C(C=C(C=C1C)C)C)=O)([O-])=O 2,4,6-trimethylbenzoyl-ethyl phenylphosphonate